N1(N=CC=C1)[C@H]1CN(CC1)C1=C(C(NC2=CN=CC=C12)=O)C#N (R)-4-(3-(1H-pyrazol-1-yl)pyrrolidin-1-yl)-2-oxo-1,2-dihydro-1,7-naphthyridin-3-carbonitrile